C(C)(C)(C)OC(=O)N1CCC2(CC1)CCNCC2.ClCC(CSC2=CC(=CC(=C2)SCC(CCl)O)SCC(CCl)O)O 1,3,5-tris(3-chloro-2-hydroxypropylthio)benzene tert-Butyl-3,9-diazaspiro[5.5]undecane-3-carboxylate